3-(4-((2-cyclopropylethyl)((1R,4s)-4-(((1S,2S)-2-(trifluoromethyl)cyclobutyl)amino)cyclohexyl)amino)-1-oxoisoindolin-2-yl)piperidine-2,6-dione C1(CC1)CCN(C1=C2CN(C(C2=CC=C1)=O)C1C(NC(CC1)=O)=O)C1CCC(CC1)N[C@@H]1[C@H](CC1)C(F)(F)F